(R)-1-(1-((S)-1-(3,3,3-trifluoropropyl)pyrrolidin-3-yl)imidazo[4,5-d]pyrrolo[2,3-b]pyridin-2-yl)ethanol FC(CCN1C[C@H](CC1)N1C(N=C2C1=C1C(N=C2)=NC=C1)[C@@H](C)O)(F)F